7-nitrobenzo[d][1,3]dioxol-4-carboxylic acid [N+](=O)([O-])C1=CC=C(C2=C1OCO2)C(=O)O